8-(3,4-Dimethoxyphenyl)-1,4-dioxaspiro[4.5]decan-8-ol COC=1C=C(C=CC1OC)C1(CCC2(OCCO2)CC1)O